N1(N=CC=C1)C=1C=C(CN(C=2SC=C(N2)COCCOC2=CC(=CC=C2)N(C)C)CC2=CC(=CC=C2)OC)C=CC1 N-(3-(1H-pyrazol-1-yl)benzyl)-4-((2-(3-(dimethylamino)phenoxy)ethoxy)methyl)-N-(3-methoxybenzyl)thiazol-2-amine